C(CCCCCCC\C=C/CCCCCCCC)(=O)[O-].C(CCCCCCC\C=C/CCCCCCCC)(=O)[O-].[Sn+2].[Sn] tin stannous dioleate